tert-butyl (S)-4-acetyl-3-methylpiperazine-1-carboxylate C(C)(=O)N1[C@H](CN(CC1)C(=O)OC(C)(C)C)C